(S)-4-((3-(8-((6,7-dihydro-5H-pyrrolo[1,2-c]imidazol-7-yl)amino)-3-((trifluoromethyl)thio)imidazo[1,2-a]pyridin-2-yl)prop-2-yn-1-yl)amino)-3-methoxy-N-methylbenzamide C1=C2N(C=N1)CC[C@@H]2NC=2C=1N(C=CC2)C(=C(N1)C#CCNC1=C(C=C(C(=O)NC)C=C1)OC)SC(F)(F)F